((2'-(4-propylpiperazin-1-yl)-[2,4'-bipyrimidin]-4-yl)ethynyl)-1H-indazole trifluoroacetate FC(C(=O)O)(F)F.C(CC)N1CCN(CC1)C1=NC=CC(=N1)C1=NC=CC(=N1)C#CN1N=CC2=CC=CC=C12